C(CCCCCCCCCCCCCCCCCC)(=O)C(C(=O)O)N(CC(=O)O)CC(=O)O nonadecanoyl-nitrilotriacetic acid